Cl.N[C@@H](CC(=O)O)CN1N=C(N=N1)C1=C(C(=C(C=C1)OC1=NC=C(C=C1F)Cl)F)F (S)-3-amino-4-(5-(4-((5-chloro-3-fluoropyridin-2-yl)oxy)-2,3-difluorophenyl)-2H-tetrazol-2-yl)butanoic acid hydrochloride